tert-butyl ((2S,4R)-2-(2,5-difluorophenyl)-1-((R)-10-((6-oxo-4-phenylpyrimidin-1(6H)-yl)methyl)-7-azaspiro[4.5]decane-7-carbonyl)piperidin-4-yl)glycinate FC1=C(C=C(C=C1)F)[C@H]1N(CC[C@H](C1)NCC(=O)OC(C)(C)C)C(=O)N1CC2(CCCC2)[C@@H](CC1)CN1C=NC(=CC1=O)C1=CC=CC=C1